COC(=O)C1=C(C=NC=C1)NC[C@H]1CCCC2=CC(=CC=C12)CC 3-({[(1S)-6-ethyl-1,2,3,4-tetrahydronaphthalen-1-yl]methyl}amino)pyridine-4-carboxylic acid methyl ester